Cl.Cl.CN1N=NN=C1N1CCC(CC1)N 1-(1-methyl-1H-1,2,3,4-tetrazol-5-yl)piperidin-4-amine dihydrochloride